Racemic-3-(isoquinolin-4-yl)-1-(2-methyl-5-(trifluoromethyl)pyridin-3-yl)-2-oxoimidazolidine-4-carbonitrile C1=NC=C(C2=CC=CC=C12)N1C(N(C[C@@H]1C#N)C=1C(=NC=C(C1)C(F)(F)F)C)=O |r|